C(CC=CCCCCCC)=O 3-decenal